6-chloro-8-methoxypyrido[3,2-d]pyrimidin-4-amine ClC=1C=C(C=2N=CN=C(C2N1)N)OC